methyl 3-(4-aminophenyl)-4,4,4-trifluoro-3-(trifluoromethyl)butanoate NC1=CC=C(C=C1)C(CC(=O)OC)(C(F)(F)F)C(F)(F)F